FC1(CC(C1)CC=1C=C(C(=C(C1)N1C[C@@H](N(CC1)CC=1N=NC=CC1)C)C1=NN=NN1)F)F (S)-3-((4-(5-((3,3-difluorocyclobutyl)methyl)-3-fluoro-2-(1H-tetrazol-5-yl)phenyl)-2-methylpiperazin-1-yl)methyl)pyridazine